6-((6-chloro-2-cyclopropyl-1-(1-methyl-1H-pyrazol-4-yl)-1H-indol-3-yl)thio)picolinic acid ClC1=CC=C2C(=C(N(C2=C1)C=1C=NN(C1)C)C1CC1)SC1=CC=CC(=N1)C(=O)O